CC=1N=NC=CC1N1N=CC(=C1)N 1-(3-methylpyridazin-4-yl)pyrazol-4-amine